4,4'-methylen-bis[N-(1-methylpropyl)phenylamine] C(C1=CC=C(C=C1)NC(CC)C)C1=CC=C(C=C1)NC(CC)C